C12NCC(C1)(C2)CNC(C(F)(F)F)=O N-(2-Azabicyclo[2.1.1]hexan-4-ylmethyl)-2,2,2-trifluoro-acetamide